CS(=O)(=O)N1CCC(CC1)C(=O)NCC(NC=1C=C2CC3(C(NC4=NC=CC=C43)=O)CC2=CC1)=O 1-(methylsulfonyl)-N-(2-oxo-2-((2'-oxo-1,1',2',3-tetrahydrospiro[indene-2,3'-pyrrolo[2,3-b]pyridin]-5-yl)amino)ethyl)piperidine-4-carboxamide